C1=C(C(=CC(=C1Cl)Cl)Br)F 4,5-dichloro-2-fluorobromobenzene